2-(6-methylpyridin-3-yl)benzoic acid CC1=CC=C(C=N1)C1=C(C(=O)O)C=CC=C1